The molecule is the leukotriene anion that is the conjugate base of leukotriene A4 arising from deprotonation of the carboxylic acid function. It has a role as a human metabolite and a Saccharomyces cerevisiae metabolite. It is a monocarboxylic acid anion and a leukotriene anion. It is a conjugate base of a leukotriene A4. CCCCC/C=C\\C/C=C\\C=C\\C=C\\[C@H]1[C@@H](O1)CCCC(=O)[O-]